C(CCCCCCC)(=O)OCC(OCC)OCC 2,2-diethoxyethyl octanoate